2-(benzylamino)-6-hydroxy-1-benzothiophene-3-carbonitrile C(C1=CC=CC=C1)NC=1SC2=C(C1C#N)C=CC(=C2)O